lithium boron silicon phosphorus oxide [P]=O.[Si].[B].[Li]